NC1=C(C=2C(=NC(=CN2)CCC=2C=NC=CC2)N1C1=C(C=CC(=C1)O)C)C(=O)N 6-amino-5-(5-hydroxy-2-methyl-phenyl)-3-[2-(3-pyridyl)ethyl]pyrrolo[2,3-b]pyrazine-7-carboxamide